CC1=C(C2=C(N=CN=C2NC2(CC2)C)O1)C(=O)N1CC2(CCC1)C(NC1=CC=CC=C12)=O 1'-{6-methyl-4-[(1-methylcyclopropyl)amino]furo[2,3-d]pyrimidine-5-carbonyl}-1,2-dihydrospiro[indol-3,3'-piperidin]-2-one